ethyl 2-[2-(nitromethyl)-8,11-dioxadispiro[3.2.47.24]tridecan-2-yl]acetate [N+](=O)([O-])CC1(CC2(C1)CCC1(OCCO1)CC2)CC(=O)OCC